2-pyrrolidinyl-formaldehyde N1C(CCC1)C=O